The molecule is a glycosyloxyflavone that is apigenin substituted by a beta-L-glucopyranosyl moiety at position 7 via a glycosidic linkage. It is a dihydroxyflavone, a glycosyloxyflavone, a monosaccharide derivative and a beta-L-glucoside. It derives from an apigenin. It is an enantiomer of an apigenin 7-O-beta-D-glucoside. C1=CC(=CC=C1C2=CC(=O)C3=C(C=C(C=C3O2)O[C@@H]4[C@H]([C@@H]([C@H]([C@@H](O4)CO)O)O)O)O)O